FC(C(=O)NC1=NC=CC(=C1)C1=C(C=2C(=NC=CN2)N1COCC[Si](C)(C)C)C1=NC=CC=C1)(F)F 2,2,2-trifluoro-N-{4-[7-(pyridin-2-yl)-5-{[2-(trimethylsilyl)ethoxy]methyl}-5H-pyrrolo[2,3-b]pyrazin-6-yl]pyridin-2-yl}acetamide